C(CCCCCCC\C=C/CCCCCCCC)(=O)OCC(OC(CCCCCCC\C=C/CCCCCCCC)=O)COP(=O)(O)O 1,2-dioleoyl-glycero-3-phosphate